C(CC1=CC=CC=C1)N1CCN(CC1)CC1=CC=2N(C=C1)N=CC2N2C(NC(CC2)=O)=O 1-(5-((4-phenethylpiperazin-1-yl)methyl)pyrazolo[1,5-a]pyridin-3-yl)dihydropyrimidine-2,4(1H,3H)-dione